3-[(E)-3-(4-tert-butylphenyl)prop-2-enoyl]-6-chloro-4-phenyl-1H-quinolin-2-one C(C)(C)(C)C1=CC=C(C=C1)/C=C/C(=O)C=1C(NC2=CC=C(C=C2C1C1=CC=CC=C1)Cl)=O